BrC1=NC(=CC(=C1)C1CN(CC(N1)COC)C(=O)OC(C)(C)C)Cl tertbutyl 3-(2-bromo-6-chloropyridin-4-yl)-5-(methoxymethyl)piperazine-1-carboxylate